3-bromo-N-((4,6-dimethyl-2-oxo-1,2-dihydropyridin-3-yl)methyl)benzamide Methyl-(S)-2-(2-(2-(3-((tert-butoxycarbonyl)amino)piperidin-1-yl)thiazole-4-carboxamido)acrylamido)acrylate COC(C(=C)NC(C(=C)NC(=O)C=1N=C(SC1)N1C[C@H](CCC1)NC(=O)OC(C)(C)C)=O)=O.BrC=1C=C(C(=O)NCC=2C(NC(=CC2C)C)=O)C=CC1